3-[(7-bromo-2,6-dichloro-8-fluoro-quinazolin-4-yl)amino]azetidine-1-carboxylic acid tert-butyl ester C(C)(C)(C)OC(=O)N1CC(C1)NC1=NC(=NC2=C(C(=C(C=C12)Cl)Br)F)Cl